C(C)(C)(C)[Si](C1=CC=CC=C1)(C1=CC=CC=C1)OC(C[N+](=O)[O-])C1=NC=NC=C1 tert-butyl[2-nitro-1-(4-pyrimidinyl)ethoxy]bis(phenyl)silane